2-(1-(3-dimethylaminopropyl)-1H-pyrazol-4-yl)-1-p-toluenesulfonyl-1H-pyrrole CN(CCCN1N=CC(=C1)C=1N(C=CC1)S(=O)(=O)C1=CC=C(C)C=C1)C